C1(=CC=C(C=C1)CC=1C=C(NC1)C(=O)N[C@H](C(=O)NCC1=CC=C(C=C1)C(=N)NC(OCC1=CC=CC=C1)=O)C)C1=CC=CC=C1 benzyl (S)-((4-((2-(4-([1,1'-biphenyl]-4-ylmethyl)-1H-pyrrole-2-carboxamido)propanamido)methyl)phenyl)(imino)methyl)carbamate